C(C)OC(C#CCCCl)OCC 1,1-diethoxy-5-chloro-2-pentyne